iron (III) tris(butylethylphosphinate) C(CCC)P([O-])(=O)CC.C(CCC)P([O-])(=O)CC.C(CCC)P([O-])(=O)CC.[Fe+3]